N-(8-amino-6-(6-methyl-1H-benzo[d]imidazol-5-yl)isoquinolin-3-yl)-2-fluorocyclopropane-1-carboxamide NC=1C=C(C=C2C=C(N=CC12)NC(=O)C1C(C1)F)C1=CC2=C(NC=N2)C=C1C